O1C(=CC=C1)P(C=1OC=CC1)C=1OC=CC1 Tri-2-furanylphosphine